OC1=C(C(=CC(=C1)C(F)(F)F)C)C=1C=CC=2C(N1)=NN(C2C)C[C@H]2CC(N(C2)C(C)C)=O |o1:23| (S or R)-4-((6-(2-hydroxy-6-methyl-4-(trifluoromethyl)phenyl)-3-methyl-2H-pyrazolo[3,4-b]pyridin-2-yl)methyl)-1-isopropylpyrrolidin-2-one